methyl 4-[4-benzyloxy-1-(3,4-difluorophenyl)-2-tetrahydropyran-4-yl-indol-3-yl]benzoate C(C1=CC=CC=C1)OC1=C2C(=C(N(C2=CC=C1)C1=CC(=C(C=C1)F)F)C1CCOCC1)C1=CC=C(C(=O)OC)C=C1